(bis[3-(triethoxysilyl)propyl])Disulfide C(C)O[Si](CCCSSCCC[Si](OCC)(OCC)OCC)(OCC)OCC